FC(C1=NN=C(O1)C=1C=CC(=NC1)CN1N=NC(=C1C=O)C1=CC=CC=C1)F 1-((5-(5-(difluoromethyl)-1,3,4-oxadiazol-2-yl)pyridin-2-yl)methyl)-4-phenyl-1H-1,2,3-triazole-5-carbaldehyde